NC=1N=NC(=CC1N1CC2CCC(C1)N2C2=CC(=NC=C2)OC2CCN(CC2)C2CC1(C2)CC(C1)C(=O)O)C1=C(C=CC=C1)O 2-[4-[[4-[3-[3-amino-6-(2-hydroxyphenyl)pyridazin-4-yl]-3,8-diazabicyclo[3.2.1]octan-8-yl]-2-pyridyl]oxy]-1-piperidyl]spiro[3.3]heptane-6-carboxylic acid